methyl ((1R,3R)-3-(9-(1-isopropyl-1H-indazol-5-yl)-8-(1-methyl-1H-pyrazol-4-yl)-2-oxo-2,3,4,7-tetrahydro-1H-pyrrolo[3',2':5,6]pyrido[4,3-d]pyrimidin-1-yl)cyclopentyl)carbamate C(C)(C)N1N=CC2=CC(=CC=C12)C1=C(NC2=C1C=1N(C(NCC1C=N2)=O)[C@H]2C[C@@H](CC2)NC(OC)=O)C=2C=NN(C2)C